C1(CCCCC1)C(C[SiH](OC(C)C)OC(C)C)C1CCCCC1 dicyclohexylethyldiisopropyloxysilane